1-[5-bromo-1-(oxan-2-yl)pyrazole-3-carbonyl]-N-[(3-chlorophenyl)methyl]piperidine-4-carboxamide BrC1=CC(=NN1C1OCCCC1)C(=O)N1CCC(CC1)C(=O)NCC1=CC(=CC=C1)Cl